(2R)-1-(2-{3-[4-(Cyclopropanesulfonyl)phenyl]-1H-pyrazolo[3,4-b]pyridin-5-yl}-7-ethyl-6,7,8,9-tetrahydro-5H-benzo[7]annulen-7-yl)-2-methylpyrrolidine C1(CC1)S(=O)(=O)C1=CC=C(C=C1)C1=NNC2=NC=C(C=C21)C=2C=CC1=C(CCC(CC1)(CC)N1[C@@H](CCC1)C)C2